OC1=C2C([C@@H]([C@H](OC2=CC2=C1C(=CC(=C2C2=C(C=C(C=1C(=C3C([C@@H]([C@H](OC3=CC12)C)C)=O)O)O)O)O)O)C)C)=O (2R,3R)-5,6,8-trihydroxy-2,3-dimethyl-9-[(2R,3R)-5,6,8-trihydroxy-2,3-dimethyl-4-oxo-2,3-dihydrobenzo[g]chromen-9-yl]-2,3-dihydrobenzo[g]chromen-4-one